O=C1NC(CCC1N1C(C2=CC=CC(=C2C1)SCC(=O)NC1CCN(CC1)CCOC1=C(C=C(C(=C1)OC)NC1=NC=CC(=N1)C1=CN(C2=CC=CC=C12)C)NC(C=C)=O)=O)=O N-(2-(2-(4-(2-((2-(2,6-dioxopiperidin-3-yl)-1-oxoisoindolin-4-yl)thio)acetamido)piperidin-1-yl)ethoxy)-4-methoxy-5-((4-(1-methyl-1H-indol-3-yl)pyrimidin-2-yl)amino)phenyl)acrylamide